C1(CC1)N1N=C(C=C1)C(C)(CCC=1C=NC=C(C1)[C@](C1=CC=C(C=C1)C(C)C)(O)C1(CN(C1)C)C)O 2-(1-cyclopropyl-1H-pyrazol-3-yl)-4-{5-[(R)-(1,3-dimethyl-azetidin-3-yl)-hydroxy-(4-isopropyl-phenyl)-methyl]-pyridin-3-yl}-butan-2-ol